2-[5-(methylamino)-3-{[(3R)-1-methylpiperidin-3-yl]amino}-1,2,4-triazin-6-yl]-5-(trifluoromethyl)phenol CNC=1N=C(N=NC1C1=C(C=C(C=C1)C(F)(F)F)O)N[C@H]1CN(CCC1)C